C(#N)C=1C=C(C=C(C1)C1CCOCC1)C=1C=C2C(=NN(C2=CC1)C(C)C)COC1=C(C=CC=C1)CC(=O)OCC ethyl 2-(2-((5-(3-cyano-5-(tetrahydro-2H-pyran-4-yl)phenyl)-1-isopropyl-1H-indazol-3-yl)methoxy)phenyl)acetate